(S)-N-(4-((4-(4-aminopyrimidin-2-yl)-1,3-dimethyl-1H-pyrazol-5-yl)oxy)butan-2-yl)-6'-chloro-3-fluoro-5-((4-methylpiperazin-1-yl)methyl)-[2,3'-bipyridin]-4'-amine NC1=NC(=NC=C1)C=1C(=NN(C1OCC[C@H](C)NC1=C(C=NC(=C1)Cl)C1=NC=C(C=C1F)CN1CCN(CC1)C)C)C